5-chloro-N2-(5-morpholinopyridin-2-yl)-N4-(o-tolyl)pyrimidine-2,4-diamine ClC=1C(=NC(=NC1)NC1=NC=C(C=C1)N1CCOCC1)NC1=C(C=CC=C1)C